(S)-3,4-dichloro-N-(2-(dimethylamino)-3-(1-tosyl-1H-indazol-5-yl)propyl)benzamide tert-Butyl-(2-((7-chloroisoquinolin-1-yl)amino)ethyl)(ethyl)formate C(C)(C)(C)OC(=O)CCCCNC1=NC=CC2=CC=C(C=C12)Cl.ClC=1C=C(C(=O)NC[C@H](CC=2C=C3C=NN(C3=CC2)S(=O)(=O)C2=CC=C(C)C=C2)N(C)C)C=CC1Cl